[SH3+] The molecule is a sulfur hydride, a sulfonium compound and an onium cation. It is a conjugate acid of a hydrogen sulfide.